N-[4-(3-cyanophenyl)-5-(4-methyl-quinazolin-6-yl)thiazol-2-yl]-6-hydroxy-6-methyl-2-azaspiro[3.3]heptane-2-carboxamide C(#N)C=1C=C(C=CC1)C=1N=C(SC1C=1C=C2C(=NC=NC2=CC1)C)NC(=O)N1CC2(C1)CC(C2)(C)O